NC=1C=C(C=NC1)N1C(CCC1)=O 1-(5-amino-3-pyridyl)pyrrolidine-2-one